C(C)[C@@H]1N(C[C@H](N(C1)CC1=CC=C(C=C1)F)CC)C=1C=2C(N(C(C1)=O)C)=CN(N2)CC#N 2-(7-((2S,5R)-2,5-diethyl-4-(4-fluorobenzyl)piperazin-1-yl)-4-methyl-5-oxo-4,5-dihydro-2H-pyrazolo[4,3-b]pyridin-2-yl)acetonitrile